COC(NC1=NC=CC(=C1)C=1C=C2N(N=CC(=C2NC(C)C)C(NC[C@H](C(C)(C)O)F)=O)C1)=O (R)-(4-(3-((2-fluoro-3-hydroxy-3-methylbutyl)carbamoyl)-4-(isopropylamino)pyrrolo[1,2-b]pyridazin-6-yl)pyridin-2-yl)carbamic acid methyl ester